5-Fluoro-6-(2-methoxyethoxy)-3-{3-[4-(pyridin-2-yloxy)phenyl]-1,2-oxazol-5-yl}-1H-indazole FC=1C=C2C(=NNC2=CC1OCCOC)C1=CC(=NO1)C1=CC=C(C=C1)OC1=NC=CC=C1